2-(6-(((1S,4S,5S,6R)-6-fluoro-1,2,4-trimethyl-2-azabicyclo[2.2.2]octan-5-yl)oxy)pyridazin-3-yl)-5-(4-methoxy-1,3,5-triazin-2-yl)phenol F[C@H]1[C@H]([C@@]2(CN([C@]1(CC2)C)C)C)OC2=CC=C(N=N2)C2=C(C=C(C=C2)C2=NC=NC(=N2)OC)O